1,3-dimethyl-4-(2-hydroxyethyl)imidazolium CN1C=[N+](C(=C1)CCO)C